8-(4-Cyclopropanecarbonyl-piperazin-1-yl)-6,6-dimethyl-11-oxo-6,11-dihydro-5H-benzo[b]carbazole-3-carbonitrile C1(CC1)C(=O)N1CCN(CC1)C=1C=CC2=C(C(C=3NC4=CC(=CC=C4C3C2=O)C#N)(C)C)C1